2-(2-hydroxy-3,5-dimethylphenyl)-6-acetylpyridine OC1=C(C=C(C=C1C)C)C1=NC(=CC=C1)C(C)=O